FC(C(=O)O)(F)F.C(#N)[C@H](CC1=C(C=C(C=C1)C=1C=CC2=C(N(C(O2)=O)C([2H])([2H])[2H])C1)F)NC(=O)C1CNC1 (S)-N-(1-cyano-2-(2-fluoro-4-(3-(methyl-d3)-2-oxo-2,3-dihydrobenzo[d]oxazol-5-yl)phenyl)ethyl)azetidine-3-carboxamide 2,2,2-trifluoroacetate